6-(3-methoxy-4-methylphenyl)-2-(pyridin-2-yl)-5,6,7,8-tetrahydrophthalazin-1(2H)-one COC=1C=C(C=CC1C)C1CC=2C=NN(C(C2CC1)=O)C1=NC=CC=C1